3-(2-prop-2-ynoxyethoxy)prop-1-ene C(C#C)OCCOCC=C